4-hydroxymethyl-7-(diethylamino)coumarin OCC1=CC(OC2=CC(=CC=C12)N(CC)CC)=O